C(CCCCCCCCCCCCCCCCCCC)(=O)OCCCCCCCCCCCCCCCCCCCC eicosyl n-eicosanoate